[Sn].[Sn].[Sn].[Nb].[Sn] tin niobium tri-tin